4,6-difluoro-7-butoxydibenzo[b,d]thiophene FC1=CC=CC2=C1SC1=C2C=CC(=C1F)OCCCC